N-(3-(2-cyanopropan-2-yl)-5-((4-isopropylpiperazin-1-yl)methyl)phenyl)-2-fluoro-4-methyl-5-((8-((1-methyl-1H-pyrazol-4-yl)amino)imidazo[1,2-a]pyridin-3-yl)ethynyl)benzamide C(#N)C(C)(C)C=1C=C(C=C(C1)CN1CCN(CC1)C(C)C)NC(C1=C(C=C(C(=C1)C#CC1=CN=C2N1C=CC=C2NC=2C=NN(C2)C)C)F)=O